4-(2-chloro-3-(9-(3-chlorobenzyl)-6-(1-methylcyclopropoxy)-9H-purin-8-yl)phenoxy)-3,3-difluorobutanoic acid ClC1=C(OCC(CC(=O)O)(F)F)C=CC=C1C=1N(C2=NC=NC(=C2N1)OC1(CC1)C)CC1=CC(=CC=C1)Cl